O1N=CC(=C1)NC(=O)[C@@H]1CC12CCN(CC2)C(=O)OC(C(F)(F)F)C(F)(F)F |r| 1,1,1,3,3,3-Hexafluoropropan-2-yl (±)-1-(isoxazol-4-ylcarbamoyl)-6-azaspiro[2.5]octane-6-carboxylate